(E)-2-benzylidene-3-(cyclohexylamino)-2,3-dihydro-1H-indene C(/C1=CC=CC=C1)=C\1/CC2=CC=CC=C2C1NC1CCCCC1